(+/-)-2-methyl-2,4-pentanediol CC(CC(C)(C)O)O